ethyl 2-amino-8-(phenylcarbamoyl)-3H-1-benzazepine-4-carboxylate NC1=NC2=C(C=C(C1)C(=O)OCC)C=CC(=C2)C(NC2=CC=CC=C2)=O